C(C1=CC=CC=C1)C1CC(=NO1)CNC(=O)C1=CC=NN1C(C)C 5-benzyl-3-((1-isopropyl-1H-pyrazole-5-carboxamido)methyl)-4,5-dihydroisoxazole